5-[3-(2-tert-butoxycarbonyl-4-chloro-6-methoxy-isoindolin-5-yl)oxypropoxy]-4-fluoro-6-methoxy-isoindoline-2-carboxylic acid tert-butyl ester C(C)(C)(C)OC(=O)N1CC2=CC(=C(C(=C2C1)F)OCCCOC=1C(=C2CN(CC2=CC1OC)C(=O)OC(C)(C)C)Cl)OC